O1C(OCC1)C=1C(=C(C=CC1)C1=NC=CC(=N1)N)OCC1=CC=C(C=C1)OC 2-[3-(1,3-dioxolan-2-yl)-2-[(4-methoxyphenyl)methoxy]phenyl]pyrimidin-4-amine